C(C)OC(NC1=C(C=C(C=C1)NCC=1SC(=CC1)CC)N)=O {2-Amino-4-[(5-ethyl-thiophen-2-ylmethyl)-amino]-phenyl}-carbamic acid ethyl ester